FC1=C(C=CC(=C1)F)C1(OC2=C(O1)C=CC=C2C2CCNCC2)C 4-(2-(2,4-difluorophenyl)-2-methylbenzo[d][1,3]dioxol-4-yl)piperidine